4-(but-3-yn-1-yl)tetrahydro-2H-pyran C(CC#C)C1CCOCC1